6-(2-Chloro-3-(4-chloro-5-(4-formyl-3-methoxyphenyl)pyridin-3-yl)phenyl)-2-methoxynicotinaldehyde ClC1=C(C=CC=C1C=1C=NC=C(C1Cl)C1=CC(=C(C=C1)C=O)OC)C1=NC(=C(C=O)C=C1)OC